C(CCC(=O)[O-])(=O)OC#CCCCCCC Octynyl Succinate